N-(5-(1-Methyl-4-(((2R,3R)-3-methylazetidin-2-yl)methoxy)-1H-pyrazol-5-yl)pyrazolo[1,5-a]pyridin-2-yl)cyclopropanecarboxamide CN1N=CC(=C1C1=CC=2N(C=C1)N=C(C2)NC(=O)C2CC2)OC[C@@H]2NC[C@H]2C